tert-butyl (2S,4S)-4-((3-amino-7-chloro-8-fluoro-2-(methylthio)-1,6-naphthyridin-4-yl)amino)-2-(cyanomethyl)piperidine-1-carboxylate NC=1C(=NC2=C(C(=NC=C2C1N[C@@H]1C[C@H](N(CC1)C(=O)OC(C)(C)C)CC#N)Cl)F)SC